2-(6-(5-chloro-2-(3-((4-(piperidin-4-yl)phenoxy)methyl)piperidin-1-yl)pyrimidin-4-ylamino)-1-methyl-2-oxo-1,2-dihydroquinolin-3-yloxy)-N-methylacetamide hydrogen chloride salt Cl.ClC=1C(=NC(=NC1)N1CC(CCC1)COC1=CC=C(C=C1)C1CCNCC1)NC=1C=C2C=C(C(N(C2=CC1)C)=O)OCC(=O)NC